3-(1H-indazol-4-yl)isonicotinic acid N1N=CC2=C(C=CC=C12)C1=C(C(=O)O)C=CN=C1